benzyl-propanone Methyl-(2R)-2-{[(tert-butoxy)carbonyl]amino}-3-(pyrazin-2-yl)propanoate COC([C@@H](CC1=NC=CN=C1)NC(=O)OC(C)(C)C)=O.C(C1=CC=CC=C1)CC(C)=O